NC1=NC(=NC=C1)C1=CC(=CS1)CN1CC(C1)O 1-((5-(4-aminopyrimidin-2-yl)thiophen-3-yl)methyl)azetidin-3-ol